C(C1=CC=CC=C1)OC=1C(=NC=NC1OCC1=CC=CC=C1)CN1C(N(C(C1)C1=CC=C(C=C1)C#C[Si](C)(C)C)C(C)C)=O 1-((5,6-bis(benzyloxy)pyrimidin-4-yl)methyl)-3-isopropyl-4-(4-((trimethylsilyl)ethynyl)phenyl)imidazolidin-2-one